O1COC2=C1C=CC(=C2)N(C(=O)C=2C=C(C=CC2)N2N=C(C(=C2OC2=CC=C(C(=O)OC(C)(C)C)C=C2)C=O)C(F)(F)F)C Tert-butyl 4-[2-[3-[1,3-benzodioxol-5-yl (methyl) carbamoyl] phenyl]-4-formyl-5-(trifluoromethyl) pyrazol-3-yl]oxybenzoate